2-(methylsulfonyl)ethan-1-amine CS(=O)(=O)CCN